4-morpholinyl-2-(1-(2-tetrahydropyranyl)-4-indazolyl)thieno[3,2-d]pyrimidine-6-formaldehyde N1(CCOCC1)C=1C2=C(N=C(N1)C1=C3C=NN(C3=CC=C1)C1OCCCC1)C=C(S2)C=O